1-allyl-3-methylimidazole bromine salt [Br].C(C=C)N1CN(C=C1)C